O=C1C=C(N=CN1C[C@@H]1CCN(CC12CCCC2)C(=O)Cl)C2=CC=CC=C2 (R)-10-((6-oxo-4-phenylpyrimidin-1(6H)-yl)methyl)-7-azaspiro[4.5]decane-7-carbonyl chloride